Cl.CC1=NC=C(C=C1)CN1C[C@@](CC1)(CCC1=CSC=C1)[C@H]1OCCC1 2-methyl-5-(((S)-3-((S)-tetrahydrofuran-2-yl)-3-(2-(thiophen-3-yl)ethyl)pyrrolidin-1-yl)methyl)pyridine HCl